[Pt+2].CC1=C(C(=C(C1)C)C)C tetramethyl-cyclopenta-dien platinum (II)